CN1N=NC2=C1C=CC(=C2C)[C@H](CC(=O)OCC)C=2C=C(C1=C(C=CS1)C2)CN2C[C@H](OC1=C([C@@H]2C)N=CC=C1)CC Ethyl (3R)-3-(1,4-dimethyl-1H-benzotriazol-5-yl)-3-(7-{[(2R,5S)-2-ethyl-5-methyl-2,3-dihydropyrido[2,3-f][1,4]oxazepin-4(5H)-yl]methyl}-1-benzothiophen-5-yl)propanoate